methyl 4-amino-3-((2-(2,2-difluorocyclopropoxy)ethyl)amino)-5-fluorobenzoate NC1=C(C=C(C(=O)OC)C=C1F)NCCOC1C(C1)(F)F